C(C)N(CCOC1=C(C=NN1C)C1=CC(=CN(C1=O)C)C(=O)OC)CC(C)(NC1=C(C=CC=C1)[N+](=O)[O-])C methyl 5-(5-(2-(ethyl (2-methyl-2-((2-nitrophenyl) amino) propyl) amino) ethoxy)-1-methyl-1H-pyrazol-4-yl)-1-methyl-6-oxo-1,6-dihydropyridine-3-carboxylate